NCCCN(C(CC(=O)O)C(CCN)=O)CCCN N,N-bis(3-aminopropyl)-3-aminopropionyl-beta-alanine